(S)-ethyl 2-(2-(2-(3-(1-aminoethyl)phenyl)pyrrolo[2,1-f][1,2,4]triazine-4-carboxamido)phenyl)acetate N[C@@H](C)C=1C=C(C=CC1)C1=NN2C(C(=N1)C(=O)NC1=C(C=CC=C1)CC(=O)OCC)=CC=C2